4-(4-(3-amino-6-(2-hydroxyphenyl)pyridazin-4-yl)piperazin-1-yl)pyrimidin NC=1N=NC(=CC1N1CCN(CC1)C1=NC=NC=C1)C1=C(C=CC=C1)O